C(=O)OC(CN1CCC(=CC1)C1=CC=C2C(=CN(C2=C1)C)I)(C)C [4-(3-iodo-1-methylindol-6-yl)-3,6-dihydro-2H-pyridin-1-yl]Tert-butyl formate